BrC=1C(=C(C=CC1)N[C@@H]1C[C@@H](CCC1)NC(OC(C)(C)C)=O)[N+](=O)[O-] tert-butyl ((1R,3S)-3-((3-bromo-2-nitrophenyl)amino)cyclohexyl)carbamate